FC(CN1C(C2=C(N=C(N=C2NC2(CC2)C)SC)C=C1)=O)F 6-(2,2-difluoroethyl)-4-[(1-methylcyclopropyl)amino]-2-methylsulfanyl-pyrido[4,3-d]pyrimidin-5-one